8-bromo-2,3-dihydro-4H-pyrido[3,2-b][1,4]oxazine-4-carboxylic acid tert-butyl ester C(C)(C)(C)OC(=O)N1C2=C(OCC1)C(=CC=N2)Br